COC1=CC=CC2=C1O[C@@H]1CN[C@@H]3CCC[C@@]12C3 |r| racemic-(3R*,6aS*,11aS*)-10-methoxy-1,3,4,5,6,11a-hexahydro-2H-3,6a-methanobenzofuro-[2,3-c]azocine